C(C1=CC=CC=C1)OC(=O)C1=CC=C(O)C=C1 Benzyl-paraben